CS(=O)(=O)O.NC1=C(C=CC=C1)C1=C(C=CC=C1)CC(C)(C)P(C1=C(C=CC=C1)C1=C(C=C(C=C1C(C)C)C(C)C)C(C)C)C(C)(C)C 2'-amino-1,1'-biphenyl-2-yl-di-tert-butyl[2',4',6'-tris(propan-2-yl)-[1,1'-biphenyl]-2-yl]phosphane methanesulfonate